C(#N)[C@H](C[C@H]1C(NCCC1)=O)NC([C@H](CC(C)(C)C)NC(=O)C1=CC=2C(=NC=CC2N1)OC)=O N-[(2S)-1-({(1S)-1-cyano-2-[(3S)-2-oxopiperidin-3-yl]ethyl}amino)-4,4-dimethyl-1-oxopentan-2-yl]-4-methoxy-1H-pyrrolo[3,2-c]pyridine-2-carboxamide